C(#N)C1(CCC1)[C@H](C1=CC=2N(N=C1)C=C(N2)[C@H](C2CCC(CC2)(F)F)NC(OC(C)(C)C)=O)N2C(N[C@@H](C2)C(F)(F)F)=O tert-Butyl ((S)-(7-((S)-(1-cyanocyclobutyl)((S)-2-oxo-4-(trifluoromethyl)imidazolidin-1-yl)methyl)imidazo[1,2-b]pyridazin-2-yl)(4,4-difluorocyclohexyl)methyl)carbamate